C(C)(C)(C)C1=NC(=NO1)C(=O)NCC1=C(C(=C(C=C1)C=1C=2N(C=C(N1)C=1C=NN(C1)C)N=CC2)F)C 5-(tert-Butyl)-N-(3-fluoro-2-methyl-4-(6-(1-methyl-1H-pyrazol-4-yl)pyrazolo[1,5-a]pyrazin-4-yl)benzyl)-1,2,4-oxadiazole-3-carboxamide